methyl-biphenyl-2-formamide CC1=C(C(=CC=C1)C1=CC=CC=C1)C(=O)N